3-(3-ethylsulfonyl-2-pyridyl)-8-(2,2,3,3,3-pentafluoropropoxy)imidazo[1,5-a]pyrazine C(C)S(=O)(=O)C=1C(=NC=CC1)C1=NC=C2N1C=CN=C2OCC(C(F)(F)F)(F)F